FC(OC1=CC=CC=2C(N([C@H]3C=4N([C@@H](C21)C3)C3=C(N4)C=CC(=C3)C#CC(CO)(C)C)C([2H])([2H])[2H])=O)F (7R,14R)-1-(difluoromethoxy)-11-(4-hydroxy-3,3-dimethylbut-1-yn-1-yl)-6-(methyl-d3)-6,7-dihydro-7,14-methanobenzo[f]benzo[4,5]imidazo[1,2-a][1,4]diazocin-5(14H)-one